NC1=C(N=NC(=C1C)Cl)N[C@H]1CN(CCC1)C(=O)OC(C)(C)C tert-butyl (R)-3-((4-amino-6-chloro-5-methylpyridazin-3-yl)amino)piperidine-1-carboxylate